BrC1=C(C=C(C=C1)C(F)(F)F)S(=O)(=O)Cl 2-bromo-5-(trifluoromethyl)benzenesulfonyl chloride